(R)-6,6-dimethyl-N'-(((S)-2-methyl-2,4,5,6-tetrahydro-1H-cyclobuta[f]inden-3-yl)carbamoyl)-6,7-dihydro-5H-pyrazolo[5,1-b][1,3]oxazine-3-sulfonimidamide CC1(CN2C(OC1)=C(C=N2)[S@@](=O)(N)=NC(NC2=C1C(=CC=3CCCC23)C[C@@H]1C)=O)C